3-(3-(3-(5-chloropyrazolo[1,5-a]pyridine-3-carboxamido)-5-fluoro-4-methylphenyl)-1,2,4-oxadiazol-5-yl)azetidine-1-carboxylic acid methyl ester COC(=O)N1CC(C1)C1=NC(=NO1)C1=CC(=C(C(=C1)F)C)NC(=O)C=1C=NN2C1C=C(C=C2)Cl